(5-bromo-7-((4,4-difluoropiperidin-1-yl)methyl)benzofuran-3-yl)methanol BrC=1C=C(C2=C(C(=CO2)CO)C1)CN1CCC(CC1)(F)F